N1=C(SC2=C1C=1CCOC1C=C2)N2C(N[C@H]([C@@H]2C#CC)[C@@H](C)O)=O (4R,5S)-1-(7,8-dihydrobenzofuro[4,5-d]thiazol-2-yl)-4-((R)-1-hydroxyethyl)-5-(prop-1-yn-1-yl)imidazolidin-2-one